Methyl 3-(2-cyclohexylethoxy)benzoate C1(CCCCC1)CCOC=1C=C(C(=O)OC)C=CC1